1,2-heptanediol C(C(CCCCC)O)O